The molecule is an oxabicycloalkane that is 1-methyl-4-(propan-2-yl)-7-oxabicyclo[2.2.1]heptan-2-ol in which the hydroxy group is substituted by a (2-methylphenyl)methoxy group. It is an oxabicycloalkane, an ether and a cineole. CC1=CC=CC=C1COC2CC3(CCC2(O3)C)C(C)C